ClC1=NC=C(C(=C1)C1=C(C=NC(=C1)C)C(=O)O)OC 2'-chloro-5'-methoxy-6-methyl-4,4'-bipyridin-3-carboxylic acid